NCCOCCOCCC(=O)NC1=C(C(=O)NC=2NC(=CN2)C)C=CC=C1 2-(3-(2-(2-Aminoethoxy)ethoxy)propionylamino)-N-(5-methyl-1H-imidazol-2-yl)benzamide